N-(((2S,3R)-3-methylazetidin-2-yl)methyl)methanesulfonamide 4-methylbenzenesulfonate CC1=CC=C(C=C1)S(=O)(=O)O.C[C@H]1[C@H](NC1)CNS(=O)(=O)C